C(C1CO1)NC(C=1C(C(=O)N)=CC=CC1)=O N-(2,3-epoxypropyl)phthalamide